C1(CC1)N(C1=C(C(=NC=N1)NCC1(CCN(CC1)C(=O)OC(C)(C)C)C=1OC=NN1)F)CC1=CC=C(C=C1)C(F)(F)F tert-Butyl 4-(((6-(cyclopropyl(4-(trifluoromethyl)benzyl)amino)-5-fluoropyrimidin-4-yl)amino)methyl)-4-(1,3,4-oxadiazol-2-yl)piperidine-1-carboxylate